[Pd].[Sb].[Sn] tin antimony palladium